(1S,4aS,4bR,6aS,8R,10aS,10bR,12aS)-8-(ethoxymethyl)-8-hydroxy-12a-methyl-N-phenyloctadecahydrochrysene-1-carboxamide C(C)OC[C@@]1(C[C@@H]2CC[C@H]3[C@@H]4CCC[C@@H]([C@]4(CC[C@@H]3[C@H]2CC1)C)C(=O)NC1=CC=CC=C1)O